2-(cyclohexyloxy)-N-(1H-pyrazol-5-yl)-N-(thiophen-2-ylmethyl)acetamide C1(CCCCC1)OCC(=O)N(CC=1SC=CC1)C1=CC=NN1